O=C1CC2(C1)CN(C2)C(=O)C2=CC=C(C=C2)C(CC#N)=O 3-(4-(2-oxo-6-azaspiro[3.3]heptane-6-carbonyl)phenyl)-3-oxopropanenitrile